CN(C=1SC2=C(C=NC(=C2)C=2C=C(C=3N(C2)C=C(N3)C)C(F)(F)F)N1)C1CC(NC(C1)(C)C)(C)C N-Methyl-6-[2-methyl-8-(trifluoromethyl)imidazo[1,2-a]pyridin-6-yl]-N-(2,2,6,6-tetramethylpiperidin-4-yl)[1,3]thiazolo[4,5-c]pyridin-2-amin